FCCCCOC1=CC2=C(CN(CCC2)C2=CC(=C(C(=C2)C)NC(CC(C)(C)C)=O)C)C=C1 N-(4-(7-(4-fluorobutoxy)-1,3,4,5-tetrahydro-2H-benzo[c]azepine-2-yl)-2,6-dimethyl-phenyl)-3,3-dimethylbutyramide